tert-butyl 6-(4-cyanophenyl)-2,6-diazaspiro[3.3]heptane-2-carboxylate C(#N)C1=CC=C(C=C1)N1CC2(CN(C2)C(=O)OC(C)(C)C)C1